N-(7-(1,4-diazabicyclo[3.2.2]nonan-4-yl)-5,5-dioxidodibenzo[b,d]thiophene-2-yl)-2-(pyridine-4-yl)acetamide N12CCN(C(CC1)CC2)C2=CC1=C(C3=C(S1(=O)=O)C=CC(=C3)NC(CC3=CC=NC=C3)=O)C=C2